2-phenyl-9-(9-phenyl-9-(pyridin-3-yl)-9H-fluoren-4-yl)-1,10-phenanthroline C1(=CC=CC=C1)C1=NC2=C3N=C(C=CC3=CC=C2C=C1)C1=CC=CC=2C(C3=CC=CC=C3C12)(C=1C=NC=CC1)C1=CC=CC=C1